FC(\C(\C)=C\1/CN(CC1)C(=O)OC(C)(C)C)(F)F Tert-butyl (3Z)-3-(1,1,1-trifluoropropan-2-ylidene)pyrrolidine-1-carboxylate